C(C1=CC=CC=C1)N(S(=O)(=O)CC1CCC(CC1)C=1C2=C(B(NN1)O)C=NC1=C2C=CN1)C N-benzyl-1-((1r,4r)-4-(4-hydroxy-4,7-dihydro-3H-pyrrolo[3',2':5,6]pyrido[3,4-d][1,2,3]diazaborinin-1-yl)cyclohexyl)-N-methylmethanesulfonamide